C(C)N(C(C1=C(C=CC(=C1)F)OC=1C(=NC=NC1)N1CC2(C1)CCN(CC2)C[C@H]2OC[C@@H](CC2)NS(=O)(=O)C=C)=O)C(C)C N-Ethyl-5-fluoro-N-isopropyl-2-((4-(7-(((2S,5R)-5-(vinylsulfonamido)tetrahydro-2H-pyran-2-yl)methyl)-2,7-diazaspiro[3.5]nonan-2-yl)pyrimidin-5-yl)oxy)benzamide